Aluminum monoacetylacetate bis(ethylacetoacetate) C(C)CC(CC(=O)[O-])=O.C(C)CC(CC(=O)[O-])=O.C(C)(=O)OC(C)=O.[Al+2]